3,8-bis[3-(dibenzothiophen-4-yl)phenyl]benzofuro[2,3-b]pyridin C1=CC=C(C=2SC3=C(C21)C=CC=C3)C=3C=C(C=CC3)C=3C=C2C(=NC3)OC3=C2C=CC=C3C3=CC(=CC=C3)C3=CC=CC2=C3SC3=C2C=CC=C3